O1-tert-butyl O2-methyl (2S,4S)-4-[(6-bromo-2-pyridyl)-tert-butoxycarbonyl-amino]pyrrolidine-1,2-dicarboxylate BrC1=CC=CC(=N1)N([C@H]1C[C@H](N(C1)C(=O)OC(C)(C)C)C(=O)OC)C(=O)OC(C)(C)C